CN1N=CC(=C1)B(O)O (1-methylpyrazol-4-yl)boronic acid